3-(5-amino-1H-pyrazol-1-yl)azetidine-1-carboxylic acid tert-butyl ester C(C)(C)(C)OC(=O)N1CC(C1)N1N=CC=C1N